ClC1=C(C(=O)N2CCN(CC2)C(CC2CCNCC2)=O)C=CC(=C1)NC=1C=2N(C=CN1)C(=CN2)C=2C(=NN(C2)CC(F)F)C(F)(F)F 1-(4-(2-chloro-4-((3-(1-(2,2-difluoroethyl)-3-(trifluoromethyl)-1H-pyrazol-4-yl)imidazo[1,2-a]pyrazin-8-yl)amino)benzoyl)piperazin-1-yl)-2-(piperidin-4-yl)ethan-1-one